Tert-Butyl 4-(4-Chloro-6-Cyano-2-Methylnicotinoyl)Piperazine-1-Carboxylate ClC1=CC(=NC(=C1C(=O)N1CCN(CC1)C(=O)OC(C)(C)C)C)C#N